5-Hydroxy-2-methyl-2-(4-methylpent-3-enyl)-7-phenylchromene-6-carboxylic acid OC1=C2C=CC(OC2=CC(=C1C(=O)O)C1=CC=CC=C1)(CCC=C(C)C)C